ClC=1C=C2C(=C3C4(NC(NC13)=O)CCCCC4)OC(=C2)CN2CCN(CC2)C 5'-chloro-2'-[(4-methylpiperazin-1-yl)methyl]-7',8'-dihydro-6'H-spiro[cyclohexane-1,9'-furo[2,3-f]quinazoline]-7'-one